SC(SCCS)CSCC(SCCS)S 4,8-dimercapto-1,11-dimercapto-3,6,9-trithiaundecane